NCCC=1C=NC(=NC1)C1=C(C=C(C#N)C=C1)OC=1N(N=C(C1)N(CC)CC)C 4-[5-(2-aminoethyl)pyrimidin-2-yl]-3-[5-(diethylamino)-2-methylpyrazol-3-yl]oxybenzonitrile